(3R,4R)-4-((5-fluoro-7-propylpyrrolo[2,1-f][1,2,4]triazin-2-yl)amino)-1-(methylsulfonyl)piperidin-3-ol FC=1C=C(N2N=C(N=CC21)N[C@H]2[C@@H](CN(CC2)S(=O)(=O)C)O)CCC